methyl (1s,2s,5r)-3-((6-(4-fluorophenoxy) pyridin-3-yl) sulfonyl)-8-(morpholine-4-carbonyl)-3,8-diazabicyclo[3.2.1]octane-2-carboxylate FC1=CC=C(OC2=CC=C(C=N2)S(=O)(=O)N2[C@@H]([C@@H]3CC[C@H](C2)N3C(=O)N3CCOCC3)C(=O)OC)C=C1